O1C(=CC=C1)C1=NN2C(=NC3=C(C2=N1)C=NN3CCCC3=CC=C(C=C3)OC)N 2-(Furan-2-yl)-7-[3-(4-methoxyphenyl)propyl]-7H-pyrazolo[4,3-e][1,2,4]triazolo[1,5-c]pyrimidin-5-amine